C(C)CC(C(=O)O)=C(CCN)CC.C(C(=C)C)(=O)O methacrylic acid diethyl-aminoethyl-methacrylate